3-((4-cyclopropylphenyl)sulfonyl)-5-(2,6-dimethoxyphenyl)-6-(ethoxymethyl)-4-hydroxypyridin-2(1H)-one C1(CC1)C1=CC=C(C=C1)S(=O)(=O)C=1C(NC(=C(C1O)C1=C(C=CC=C1OC)OC)COCC)=O